5-((4-methoxybenzyl)amino)-1,4-dihydro-2H-pyrano[3,4-c]quinoline-9-carbonyl chloride COC1=CC=C(CNC2=NC=3C=CC(=CC3C3=C2COCC3)C(=O)Cl)C=C1